N-(4-(tert-butyl)phenyl)-5,6,7,8-tetrahydronaphthalen-1-amine C(C)(C)(C)C1=CC=C(C=C1)NC1=CC=CC=2CCCCC12